N1N=NN=C1C1=C(C=CC=C1)C1=CC(=CC(=N1)N(CCC)CC1=CC=CC=C1)NC1=NN(C=C1)C 6-(2-(1H-tetrazol-5-yl)phenyl)-N2-benzyl-N4-(1-methyl-1H-pyrazol-3-yl)-N2-propylpyridine-2,4-diamine